Cl.FC1(CC12CNC2)F 1,1-Difluoro-5-azaspiro[2.3]hexane hydrochloride